8-[(1-tert-Butoxycarbonyl-piperidin-4-ylmethyl)-amino]-6-(3-chloro-pyridin-4-yl)-imidazo[1,2-a]pyrazine-2-carboxylic acid ethyl ester C(C)OC(=O)C=1N=C2N(C=C(N=C2NCC2CCN(CC2)C(=O)OC(C)(C)C)C2=C(C=NC=C2)Cl)C1